C(C)(=O)NCCS(=O)(=O)NC1=CC(=C(C(=O)NC2=NC(=CC=C2)N2CCC(CC2)(F)F)C=C1)N1CC[Si](CC1)(C)C 4-((2-acetamidoethyl)sulfonamido)-N-(6-(4,4-difluoropiperidin-1-yl)pyridin-2-yl)-2-(4,4-dimethyl-1,4-azasilinan-1-yl)benzamide